N-(2-(1-((5-(2,4-dioxotetrahydropyrimidin-1(2H)-yl)pyridin-3-yl)methyl)piperidin-4-yl)-5-(2-hydroxypropan-2-yl)benzo[d]thiazol-6-yl)-6-(trifluoromethyl)nicotinamide O=C1N(CCC(N1)=O)C=1C=C(C=NC1)CN1CCC(CC1)C=1SC2=C(N1)C=C(C(=C2)NC(C2=CN=C(C=C2)C(F)(F)F)=O)C(C)(C)O